N-(5-fluoro-6-(4-(morpholin-2-yl)-1H-imidazol-1-yl)pyridin-3-yl)-2-(5-methyl-3-(trifluoromethyl)-1H-pyrazol-1-yl)acetamide FC=1C=C(C=NC1N1C=NC(=C1)C1CNCCO1)NC(CN1N=C(C=C1C)C(F)(F)F)=O